CS(=O)(=O)[O-].O=C1C(=CC=2C(=C3CCCN4C3=C(C2)CCC4)O1)C(=O)NCCCCCC[P+](C1=CC=CC=C1)(C1=CC=CC=C1)C1=CC=CC=C1 (6-(11-oxo-2,3,5,6,7,11-hexahydro-1H-pyrano[2,3-f]pyrido[3,2,1-ij]quinoline-10-carboxamido)hexyl)triphenylphosphonium methanesulfonate